CC1=CC(=NO1)NC(C1=CC=CC=C1)=O N-(5-methylisoxazol-3-yl)benzamide